4,4-dimethyl-2-(oct-1-en-1-yl)-1-cosylazepane CC1(CC(N(CCC1)CCCCCCCCCCCCCCCCCCCC)C=CCCCCCC)C